N1=NC=CC2=C1CNOCC2 5,6,8,9-tetrahydrooxazepino[4,5-c]Pyridazine